C(#C)[C@H]1OC[C@@H]([C@H]([C@H]1O)O)NC1=NC=CC(=N1)C(F)(F)F (2R,3R,4R,5S)-2-ethynyl-5-((4-(trifluoromethyl)pyrimidin-2-yl)amino)tetrahydro-2H-pyran-3,4-diol